3,6-dimethyl (3S,8aR)-5,7-dioxo-hexahydroindolizine-3,6-dicarboxylate O=C1N2[C@@H](CC[C@@H]2CC(C1C(=O)OC)=O)C(=O)OC